(1-(4-hydroxycyclohexyl)-2-methylpropan-2-yl)carbamic acid tert-butyl ester C(C)(C)(C)OC(NC(CC1CCC(CC1)O)(C)C)=O